(R)-N-(8,9-difluoro-6-oxo-1,4,5,6-tetrahydro-2H-pyrano[3,4-c]isoquinolin-1-yl)-N-methylquinoline-7-carboxamide FC=1C(=CC=2C3=C(NC(C2C1)=O)COC[C@@H]3N(C(=O)C3=CC=C1C=CC=NC1=C3)C)F